ClC=1C(=NN2C1N=CC=C2)C2=CC(=CC=C2)F chloro-2-(3-fluorophenyl)pyrazolo[1,5-a]pyrimidine